1,3-Diphenyl-1-propanol C1(=CC=CC=C1)C(CCC1=CC=CC=C1)O